2-chloro-6-(1-ethoxyvinyl)-3-fluoropyridine ClC1=NC(=CC=C1F)C(=C)OCC